6-amino-2-(3,5-dichloro-4-((4-cyclohexyl-5-oxo-4,5-dihydro-1,3,4-oxadiazol-2-yl)methyl)phenyl)-1,2,4-triazine-3,5(2H,4H)-dione NC=1C(NC(N(N1)C1=CC(=C(C(=C1)Cl)CC=1OC(N(N1)C1CCCCC1)=O)Cl)=O)=O